CCCCCCCCCCCC(C(=O)O)O The molecule is a 2-hydroxy fatty acid that is tridecanoic acid substituted by a hydroxy group at position 2. It has a role as a fungal metabolite. It derives from a tridecanoic acid.